O=C(NCCOCCOCCOCC#C)CCC(NC(CCCCCCCCCCC(=O)OC1=C(C(=C(C(=C1F)F)F)F)F)=O)(CCC(NCCOCCOCCOCC#C)=O)CCC(NCCOCCOCCOCC#C)=O Perfluorophenyl 14,19-dioxo-17,17-bis(3-oxo-7,10,13-trioxa-4-azahexadec-15-yn-1-yl)-4,7,10-trioxa-13,18-diazatriacont-1-yn-30-oate